C(C=CCCCCCCCCCCCCCCCCCC(=O)O)(=O)O henicosenedioic acid